1,5-dimethyl-2-(nitroimino)-hexahydro-1,3,5-triazine CN1C(NCN(C1)C)=N[N+](=O)[O-]